trifluoromethyl-1H-imidazo[1,2-a]pyrimidin-5-one FC(F)(F)N1C=CN2C1=NC=CC2=O